2-vinylthio-5-phenylbenzoxazole C(=C)SC=1OC2=C(N1)C=C(C=C2)C2=CC=CC=C2